(1S,5R) or (1R,5S)-3-(8-cyanoquinolin-5-yl)-N-(trans-4-morpholinocyclohexyl)-5-(trifluoromethyl)-3-azabicyclo[3.1.0]hexane-1-carboxamide C(#N)C=1C=CC(=C2C=CC=NC12)N1C[C@@]2(C[C@@]2(C1)C(F)(F)F)C(=O)N[C@@H]1CC[C@H](CC1)N1CCOCC1 |o1:14,16|